Perfluoro-n-dodecanoic acid FC(C(=O)O)(C(C(C(C(C(C(C(C(C(C(F)(F)F)(F)F)(F)F)(F)F)(F)F)(F)F)(F)F)(F)F)(F)F)(F)F)F